tert-butyl 4-[6-[(4-cyano-2-fluoro-phenyl)methoxy]-5-fluoro-2-pyridyl]piperazine-1-carboxylate C(#N)C1=CC(=C(C=C1)COC1=C(C=CC(=N1)N1CCN(CC1)C(=O)OC(C)(C)C)F)F